C(#N)C=1C=NN2C1C(=CC(=C2)C=2C=NN(C2)[C@@H]2CN(CCC2)C(=O)OC(C)(C)C)SC tert-butyl (3S)-3-[4-(3-cyano-4-methylsulfanyl-pyrazolo[1,5-a]pyridin-6-yl)pyrazol-1-yl]piperidine-1-carboxylate